ClC1=CC=C(C=C1)CN1C([C@H](CSC2=C1C=C(C(=C2)F)/C(/N)=N/O)NC(OC(C)(C)C)=O)=O tert-butyl N-[(3R)-5-[(4-chlorophenyl)methyl]-8-fluoro-4-oxo-7-[(Z)-N'-hydroxycarbamimidoyl]-2,3-dihydro-1,5-benzothiazepin-3-yl]carbamate